tert-Butyl (1-(((3-(cyclobutylthio)pyridin-2-yl)methyl)amino)-2-methyl-1-oxoprop-2-yl)carbamate C1(CCC1)SC=1C(=NC=CC1)CNC(C(C)(C)NC(OC(C)(C)C)=O)=O